FC12CC(C1)(C2)N2C(C(N(CC2)CC2=NOC(=C2)C2=NC=CC=C2)=O)=O 1-(3-fluorobicyclo[1.1.1]pentan-1-yl)-4-((5-(pyridin-2-yl)isoxazol-3-yl)methyl)piperazine-2,3-dione